3-(4-propenoylpiperazin-1-yl)-N-cyclopentylpyrazine-2-carboxamide C(C=C)(=O)N1CCN(CC1)C=1C(=NC=CN1)C(=O)NC1CCCC1